2-(4-(3-(2,2-difluoroethyl)-2-(2,6-dimethylpyridin-4-yl)-1H-indol-5-yl)piperidin-1-yl)propionic acid ethyl ester C(C)OC(C(C)N1CCC(CC1)C=1C=C2C(=C(NC2=CC1)C1=CC(=NC(=C1)C)C)CC(F)F)=O